The molecule is n-Acetylneuraminic acid reduced across the 2,3-bond with loss of the hydroxy group at C-2; it is a minor component of body fluids although abundant in sialuria. CC(=O)N[C@@H]1[C@H](C=C(O[C@H]1[C@@H]([C@@H](CO)O)O)C(=O)O)O